C(=O)C1=CNC2=C(N=CC=C21)C(=O)O 3-FORMYL-1H-PYRROLO[2,3-C]PYRIDINE-7-CARBOXYLIC ACID